3-Chloro-4-(1H-pyrazol-1-yl)aniline ClC=1C=C(N)C=CC1N1N=CC=C1